FC=1C=2N(C=CC1)N=C(C2)[C@H]2N(CCC1=C2N=CN1)C(=O)C1=CC=NN1C(C)C (S)-(4-(4-fluoropyrazolo[1,5-a]pyridin-2-yl)-6,7-dihydro-1H-imidazo[4,5-c]pyridin-5(4H)-yl)(1-isopropyl-1H-pyrazol-5-yl)methanone